1'-[trans-4-(pyridin-2-yloxy)cyclohexyl]-4'H,6'H-spiro[1,3-dioxolan-2,5'-[1,2,4]triazolo[4,3-a][1]benzazepine] N1=C(C=CC=C1)O[C@@H]1CC[C@H](CC1)C1=NN=C2N1C1=C(CC3(C2)OCCO3)C=CC=C1